10-oxo-5,10-dihydro-6H-pyrido[2,1-f][1,6]Naphthyridine-9-carboxylic acid O=C1C=C2C=3C=CC=NC3CCN2C=C1C(=O)O